P(=O)(OCC)(OCC)OCC(F)(F)F diethyl 2,2,2-trifluoroethyl phosphate